N'-((8-allyl-1,2,3,5,6,7-hexahydro-s-indacen-4-yl)carbamoyl)-N-(tert-butyl-dimethylsilyl)-5-(2-hydroxypropan-2-yl)-1-phenyl-1H-pyrazole-3-sulfonimidamide C(C=C)C=1C=2CCCC2C(=C2CCCC12)NC(=O)N=S(=O)(N[Si](C)(C)C(C)(C)C)C1=NN(C(=C1)C(C)(C)O)C1=CC=CC=C1